(S)-1-(oxetan-2-ylmethyl)-2-((4-(3-phenethoxy-1H-pyrazol-1-yl)piperidin-1-yl)methyl)-1H-benzo[d]imidazole-6-carboxylic acid O1[C@@H](CC1)CN1C(=NC2=C1C=C(C=C2)C(=O)O)CN2CCC(CC2)N2N=C(C=C2)OCCC2=CC=CC=C2